BrC=1C(=C(C(=CC1)C(=O)N)C(=O)N)F bromofluorobenzenebisamide